4-((2-(azetidin-1-ylmethyl)benzyl)amino)-N-(2,4-dimethoxybenzyl)-2,6-difluoro-N-(6-fluoropyridin-2-yl)benzenesulfonamide N1(CCC1)CC1=C(CNC2=CC(=C(C(=C2)F)S(=O)(=O)N(C2=NC(=CC=C2)F)CC2=C(C=C(C=C2)OC)OC)F)C=CC=C1